FC1=C(CC=2C=3N(C=C(N2)C(=N)N)C=CN3)C=CC=C1 8-(2-fluorobenzyl)imidazo[1,2-a]pyrazine-6-carboxamidine